Cl.BrC=1C=C2CCNC2=CC1 5-bromoindoline hydrochloride